4-(hydroxymethyl)-7,7-dimethyl-6,7-dihydro-5H-cyclopenta[b]pyridine-2-carboxylic acid methyl ester COC(=O)C1=CC(=C2C(=N1)C(CC2)(C)C)CO